ethyl (R)-6-fluoro-1-(4-((4-methoxybenzyl)oxy)phenyl)-7-(2-((5-methyl-6-oxopyridazin-1(6H)-yl)methyl)pyrrolidin-1-yl)-4-oxo-1,4-dihydroquinoline-3-carboxylate FC=1C=C2C(C(=CN(C2=CC1N1[C@H](CCC1)CN1N=CC=C(C1=O)C)C1=CC=C(C=C1)OCC1=CC=C(C=C1)OC)C(=O)OCC)=O